4-fluoro-N-methyl-N-(1-(4-(1-methyl-1H-pyrazol-5-yl)phthalazin-1-yl)piperidin-4-yl)-2-(trifluoromethyl)benzamide (2-methyl-2-ethyl-1,3-dioxolane-4-yl)methyl-acrylate CC1(OCC(O1)COC(C=C)=O)CC.FC1=CC(=C(C(=O)N(C2CCN(CC2)C2=NN=C(C3=CC=CC=C23)C2=CC=NN2C)C)C=C1)C(F)(F)F